FC(C1=CC=C(C=C1)N1N=NC(=C1COC1=CC=C(N=N1)N1CC(C1)C(=O)NC1=NC=CC=C1OC)C)F 1-(6-((1-(4-(Difluoromethyl)phenyl)-4-methyl-1H-1,2,3-triazol-5-yl)methoxy)pyridazine-3-yl)-N-(3-methoxypyridin-2-yl)azetidine-3-carboxamide